ethyl 2-(1-{2-[(4-methylbenzenesulfonyl)oxy]ethyl}cyclobutyl)acetate CC1=CC=C(C=C1)S(=O)(=O)OCCC1(CCC1)CC(=O)OCC